C(CCC)C(C(=O)O)CC(=O)C.N1=C(OC(C2=C1C=CC=C2)=O)C2(CC(=CC1=C(C=CC=C21)C2=NC1=C(C(O2)=O)C=CC=C1)C1=NC2=C(C(O1)=O)C=CC=C2)CC(CCC(=O)O)=O 1,3,5-tris(3,1-benzoxazin-4-one-2-yl)naphthalenelevulinic acid (n-butyl levulinate)